C(OC[C@@]1(NC2=C(NC1=O)C=NC1=C2C=CN1S(=O)(=O)C1=CC=CC=C1)C([2H])([2H])[2H])([2H])([2H])[2H] (S)-2-((Methoxy-d3)methyl)-2-(methyl-d3)-7-(phenylsulfonyl)-1,2,4,7-tetrahydro-3H-pyrrolo[3',2':5,6]pyrido[3,4-b]pyrazin-3-one